4-(hydroxyamino)-4-(2-hydroxyethyl)-3-methyl-4,5-dihydro-1H-pyrazol-5-one ONC1(C(=NNC1=O)C)CCO